3-((((1-ethylpiperidin-3-yl)methoxy)carbonyl)oxy)-2-((((9Z,12Z)-octadeca-9,12-dienoyl)oxy)methyl)propyl (1r,1's,4R,4'R)-4'-pentyl-[1,1'-bi(cyclohexane)]-4-carboxylate C(CCCC)C1CCC(CC1)C1CCC(CC1)C(=O)OCC(COC(=O)OCC1CN(CCC1)CC)COC(CCCCCCC\C=C/C\C=C/CCCCC)=O